CC1(C=2C=CC(=CC2C(CC1)(C)C)C1(OCCO1)C1=CC=C(C=C1)/C=C/C(=O)OC)C Methyl (2E)-3-{4-[2-(5,5,8,8-tetramethyl-5,6,7,8-tetrahydronaphthalen-2-yl)-1,3-dioxolan-2-yl]phenyl}prop-2-enoate